CC(CCNC1=CC(=NC=C1)C(=O)NC(C#C)(C)C)(C)C 4-(3,3-Dimethylbutylamino)-N-(1,1-dimethylprop-2-ynyl)pyridine-2-carboxamide